[Si](C)(C)(C(C)(C)C)O[C@@H]1C[C@H](N(C1)C(=O)[O-])CO (2S,4R)-4-{[tert-Butyl(dimethyl)silyl]oxy}-2-(hydroxymethyl)pyrrolidine-1-carboxylate